4-(difluoromethoxy)-N-[(4-ethoxypyrimidin-5-yl)methyl]-3,5-difluorobenzamide FC(OC1=C(C=C(C(=O)NCC=2C(=NC=NC2)OCC)C=C1F)F)F